(1R,6S)-2,2-difluoro-6-[2-(propan-2-yl)-2,8-diazaspiro[4.5]decan-8-yl]cyclohexan-1-amine FC1([C@@H]([C@H](CCC1)N1CCC2(CCN(C2)C(C)C)CC1)N)F